C(C=C)(=O)N1CC2(C1)CN(CC2)C2=NC(=NC(=C2C#N)C2=C1C=NNC1=CC=C2C)N2CC1CCC(C2)N1C 4-(2-acryloyl-2,6-diazaspiro[3.4]octan-6-yl)-6-(5-methyl-1H-indazol-4-yl)-2-(8-methyl-3,8-diazabicyclo[3.2.1]octan-3-yl)pyrimidine-5-carbonitrile